2-bromo-5-(3,6-dihydro-2H-pyran-4-yl)-pyridine BrC1=NC=C(C=C1)C=1CCOCC1